3-((3,5-difluoro-4-(icosyloxy)phenyl)sulfonyl)-4-(4-(4-(1-ethylpiperidin-4-yl)piperazin-1-yl)piperidin-1-yl)-6-(trifluoromethoxy)quinoline FC=1C=C(C=C(C1OCCCCCCCCCCCCCCCCCCCC)F)S(=O)(=O)C=1C=NC2=CC=C(C=C2C1N1CCC(CC1)N1CCN(CC1)C1CCN(CC1)CC)OC(F)(F)F